allylpentafluoro-λ6-sulfane C(C=C)S(F)(F)(F)(F)F